ClC1=NC(=C2N=C(N(C2=N1)C1OCCCC1)C(C)N)N1CCOCC1 1-[2-chloro-6-morpholin-4-yl-9-(tetrahydro-pyran-2-yl)-9H-purin-8-yl]-ethylamine